C[C@@H]1N(CC1)C=1C=2N(C=C(N1)C=1C=NN(C1)C1CN(C1)C(=O)OC(C)(C)C)C(=CN2)C(F)(F)F tert-butyl 3-[4-[8-[(2S)-2-methylazetidin-1-yl]-3-(trifluoromethyl)imidazo[1,2-a]pyrazin-6-yl]pyrazol-1-yl]azetidine-1-carboxylate